Pyridylcarboxylic Acid C1=CC(=CN=C1)C(=O)O